4-(6-aminopyridin-3-yl)-5,6-dihydropyridine-1(2H)-carboxylic acid tert-butyl ester C(C)(C)(C)OC(=O)N1CC=C(CC1)C=1C=NC(=CC1)N